tertbutyl (1-(4-((8-aminoimidazo[1,2-a]pyrazin-3-yl)(hydroxy)methyl)-6-(3,4-difluorophenyl)pyridin-3-yl)-3-(methylcarbamoyl)piperidin-3-yl)carbamate NC=1C=2N(C=CN1)C(=CN2)C(C2=C(C=NC(=C2)C2=CC(=C(C=C2)F)F)N2CC(CCC2)(C(NC)=O)NC(OC(C)(C)C)=O)O